3-[6-chloro-3-[1-[4,7-dimethyl-3-(1-methyl-4-piperidinyl)-5-oxo-pyrazolo[3,4-c]isoquinolin-9-yl]ethylamino]-2-pyridinyl]-4H-1,2,4-oxadiazol-5-one ClC1=CC=C(C(=N1)C1=NOC(N1)=O)NC(C)C=1C=2C3=C(N(C(C2C=C(C1)C)=O)C)N(N=C3)C3CCN(CC3)C